C1(=CC=CC=C1)SC1=C(C(S\C(=C(\C)/N(C=O)CC=2C(=NC(=NC2)C)N)\CCO)=O)C=CC=C1 (Z)-S-(2-(N-((4-amino-2-methylpyrimidin-5-yl)methyl)formamido)-5-hydroxypent-2-en-3-yl) 2-(phenylthio)benzothioate